NC1=C(N=CC(=N1)N1CCC2(CC1)C(C1=CC=C(C=C1C2)OC)N)SC2=C(C(=NC=C2)N)Cl 1'-(6-amino-5-((2-amino-3-chloro-pyridin-4-yl)thio)pyrazin-2-yl)-5-methoxy-1,3-dihydrospiro[indene-2,4'-piperidin]-1-amine